2,2-bis-(nitrilopropyl)-malonic acid diethyl ester C(C)OC(C(C(=O)OCC)(CCC#N)CCC#N)=O